3-(3-chlorobenzyl)-6-(4-chlorobenzyl)-2,3,4,6-tetrahydropyrido[3,4-c][1,8]naphthyridine-5(1H)-one ClC=1C=C(CN2CC=3C(N(C=4N=CC=CC4C3CC2)CC2=CC=C(C=C2)Cl)=O)C=CC1